(triethoxy)silane C(C)O[SiH](OCC)OCC